O=C1C=CC=C(N1)C(=O)NC=1SC2=C(N1)C=C(C=C2)C(=O)O 2-(6-oxo-1,6-dihydropyridine-2-carboxamido)benzo[d]thiazole-5-carboxylic acid